N1(C=NC=C1)C1=CC=C(N)C=C1 4-(1H-imidazol-1-yl)aniline